4-pyridyl-L-alanine N1=CC=C(C=C1)N[C@@H](C)C(=O)O